ClOC(C)(C)C tertbutyl hypochlorite